pentaerythritol calcium zinc [Zn].[Ca].OCC(CO)(CO)CO